C(C)C(CCCC)C=1NC2=C(N1)C=CC=C2 2-(1-ethylpentyl)benzimidazole